N,N'-(1,4-Phenylenebis(methylene))bis(1-(3-fluorophenyl)-N-methylmethanamine) C1(=CC=C(C=C1)CN(CC1=CC(=CC=C1)F)C)CN(CC1=CC(=CC=C1)F)C